C(#N)C1=C(C=CC=C1)[C@H]([C@H](C)C=1N(C(C(=C(N1)C(=O)NC=1C=NOC1)O)=O)C)C=1C=NN(C1)C 2-((1S,2S)-1-(2-cyanophenyl)-1-(1-methyl-1H-pyrazol-4-yl)propan-2-yl)-5-hydroxy-N-(isoxazol-4-yl)-1-methyl-6-oxo-1,6-dihydropyrimidine-4-carboxamide